C(C(C)C)C1C(N(CC2N1C(CCN2C(=O)OCC2C1=CC=CC=C1C=1C=CC=CC21)=O)CC(CC)C)=O (9H-fluoren-9-yl)methyl 6-isobutyl-8-(2-methylbutyl)-4,7-dioxohexahydro-2H-pyrazino[1,2-a]pyrimidine-1(6H)-carboxylate